NC1=NC2=NC=C(N=C2C(=N1)O)CNC1=CC=C(C(=O)N[C@H](C(=O)O)CCC(NCCOCCOCCNC(CCCC[C@@H]2SC[C@@H]3NC(N[C@@H]32)=O)=O)=O)C=C1 (S)-2-(4-(((2-amino-4-hydroxypteridin-6-yl)methyl)amino)benzamido)-5,16-dioxo-20-((3aS,4S,6aR)-2-oxohexahydro-1H-thieno[3,4-d]imidazol-4-yl)-9,12-dioxa-6,15-diazaicosanoic acid